C(C)(C)(C)OC(CC(=O)C)=O.CC=1C(=CC=C(N)C1)C(F)(F)F 5-methyl-4-(trifluoromethyl)aniline t-Butyl-Acetoacetate